λ6-sulfanimine HCl salt Cl.[SH4]=N